C(C)(C)(C)N1CCN(CC1)C=1C=C2CN(C(C2=CC1)=O)C1C(N(C(CC1)=O)COCC[Si](C)(C)C)=O tert-Butyl-4-(2-(2,6-dioxo-1-((2-(trimethylsilyl)ethoxy)methyl)piperidin-3-yl)-1-oxoisoindolin-5-yl)piperazine